3-[4-(1-phenylethyl)phenyl]-5-(trifluoromethyl)-4,5-dihydro-1,2-oxazol-5-ol C1(=CC=CC=C1)C(C)C1=CC=C(C=C1)C1=NOC(C1)(O)C(F)(F)F